C(C)(C)(C)OOC(C)(C)C1=C(C=CC=C1)C(C)(C)OOC(C)(C)C di(t-butylperoxy-isopropyl)benzene